N-{3-methyl-4-[(1-methyl-1,3-benzodiazol-5-yl)oxy]phenyl}-6-[(2S)-2-methylpiperazin-1-yl]-[1,3]diazino[5,4-d]pyrimidin-4-amine CC=1C=C(C=CC1OC1=CC2=C(N(C=N2)C)C=C1)NC=1C2=C(N=CN1)C=NC(=N2)N2[C@H](CNCC2)C